C1(=CC=CC=C1)C#CC1=CC=C(C(=O)NCC2CCOCC2)C=C1 4-(phenylethynyl)-N-((tetrahydro-2H-pyran-4-yl)methyl)benzamide